N[C@@H](CC1=CC=C(C=C1)O)C(=O)N[C@H](CCCNC(N)=N)C(=O)N[C@@H](CC1=CC=CC=C1)C(=O)NCC(=O)[NH-] tyrosyl-D-arginyl-phenylalanyl-glycyl-amide